(E)-ethyl-4-(3-methoxy-4-(3-(pyridin-4-yl)acryloyloxy)phenyl)-6-methyl-2-oxo-1,2,3,4-tetrahydropyrimidine-5-carboxylate C(C)OC(=O)C=1C(NC(NC1C)=O)C1=CC(=C(C=C1)OC(\C=C\C1=CC=NC=C1)=O)OC